CN(C(=O)[C@@H]1CN(CC[C@H]1NC(=O)C1=NOC(=C1)C1=C(C=C(C=C1F)F)F)C1CCCCC1)C (3R,4R)-1-cyclohexyl-4-{[5-(2,4,6-trifluoro-phenyl)-isoxazole-3-carbonyl]-amino}-piperidine-3-carboxylic acid dimethylamide